((2S,4R,5R)-4-acetoxy-5-(2-amino-7-(cyanomethyl)-8-oxo-7,8-dihydro-9H-purin-9-yl)tetrahydrofuran-2-yl)methylacetat C(C)(=O)O[C@@H]1C[C@H](O[C@H]1N1C2=NC(=NC=C2N(C1=O)CC#N)N)COC(C)=O